C(CCCCCCCCCCCCCCCCC)[C@]1(O)[C@H](O)[C@@H](O)[C@H](O)[C@H](O1)C(=O)O 1-octadecyl-β-D-glucuronic acid